O=C1N(C(C2=CC=CC=C12)=O)CCCCCCCCCCCCCCS(=O)(=O)Cl 14-(1,3-Dioxoisoindolin-2-yl)tetradecane-1-sulfonyl chloride